ClC1=C(C=C(OC2=CC(=C(C=C2C)C(N(C)CC)=N)C)C=C1)C(F)(F)F [4-[4-chloro-3-(trifluoromethyl)phenoxy]-2,5-dimethylphenyl]-N-ethyl-N-methylmethanimidamide